Acetic acid [(1R,3R,4R,7S)-1-[[bis(4-methoxyphenyl)-phenyl-methoxy] methyl]-3-(5-methyl-2,4-dioxo-pyrimidin-1-yl)-5-pyrazin-2-yl-2-oxa-5-azabicyclo[2.2.1]heptan-7-yl] ester COC1=CC=C(C=C1)C(OC[C@]12O[C@H]([C@H](N(C1)C1=NC=CN=C1)[C@@H]2OC(C)=O)N2C(NC(C(=C2)C)=O)=O)(C2=CC=CC=C2)C2=CC=C(C=C2)OC